C1(CC1)CNC[C@@H]1OC2=C(C1)C(=C(C(=C2)O)N2CC(NS2(=O)=O)=O)F 5-[(2R)-2-{[(cyclopropylmethyl)amino]methyl}-4-fluoro-6-hydroxy-2,3-dihydro-1-benzofuran-5-yl]-1λ6,2,5-thiadiazolidine-1,1,3-trione